C(C)(=O)N1C[C@H](CC1)N1C[C@@H](N(CC1)C=1C(=C(C=C(C1)C#N)NC1=NC=2N(C(=N1)NC1CC1)N=CC2C#N)Cl)C 2-({3-[(2S)-4-[(3S)-1-acetylpyrrolidin-3-yl]-2-methylpiperazin-1-yl]-2-chloro-5-cyanophenyl}amino)-4-(cyclopropylamino)pyrazolo[1,5-a][1,3,5]triazine-8-carbonitrile